O=C(/C=C/C1=CC=C(C=O)C=C1)C1=CC=CC=C1 4-[(E)-3-oxo-3-phenylprop-1-enyl]benzaldehyde